3-(cyclopropylamino)-2-(2,4-dichloro-5-fluorobenzoyl)propane C1(CC1)NCC(C)C(C1=C(C=C(C(=C1)F)Cl)Cl)=O